(E)-2-[2-[(5-cyano-2-methylphenoxy)methyl]phenyl]-3-methoxypropan-2-enoic acid methyl ester COC(\C(=C\OC)\C1=C(C=CC=C1)COC1=C(C=CC(=C1)C#N)C)=O